C(C)(=O)N1CCC(CC1)OC=1C=CC(=NC1)NC([C@H](C1=CC=CC=C1)NCCC1=CC=C(C=C1)C#N)=O |r| (S)- and (R)-N-(5-((1-acetylpiperidin-4-yl)oxy)pyridin-2-yl)-2-((4-cyanophenethyl)amino)-2-phenylacetamide